(3-(((4-(2-((6-(3-methylisoxazol-4-yl)-1H-indazol-4-yl)amino)ethoxy)butyl)amino)methyl)-5-(trifluoromethoxy)phenyl)methanol CC1=NOC=C1C1=CC(=C2C=NNC2=C1)NCCOCCCCNCC=1C=C(C=C(C1)OC(F)(F)F)CO